ClC1=CC=C(C=C1)[C@H](C(=O)C1=CC=C(C=C1)Cl)NC(OC(C)(C)C)=O (R)-tert-Butyl 1,2-bis(4-chlorophenyl)-2-oxoethylcarbamate